NC=1C=C(C=CC1)S(=O)(=O)N 3-aminobenzenesulfonamide